5-[3-[2,4-difluoro-3-(methylsulfonyl)benzoyl]-1-(oxazolidin-2-yl)pyrazolo[3,4-b]pyridin-5-yl]pyridine-2-carboxylic acid methyl ester COC(=O)C1=NC=C(C=C1)C=1C=C2C(=NC1)N(N=C2C(C2=C(C(=C(C=C2)F)S(=O)(=O)C)F)=O)C2OCCN2